C(=O)(OCC1C2=CC=CC=C2C2=CC=CC=C12)NCCCCCN fmoc-pentylenediamine